11,12-dihydroxy-eicosatrienoic acid OC(CCCC=CC=CC=CC(=O)O)C(CCCCCCCC)O